C(C)(=O)N(C1=CC=CC=C1)C(C)=O N,N-diacetylaniline